FC(OC1=C(C=CC=C1F)NC=1C(=NN2C1C(NCC2)=O)C2=C1C(=NC=C2)C=CS1)F 3-{[2-(difluoromethoxy)-3-fluorophenyl]amino}-2-{thieno[3,2-b]pyridin-7-yl}-5H,6H,7H-pyrazolo[1,5-a]pyrazin-4-one